OC=1C=C(C=CC1)SCCCC(=O)O 4-(3-hydroxyphenylsulfanyl)butyric acid